9,9-bis(4-(2-hydroxyethoxy)phenyl)-1,8-di(9-phenanthryl)fluorene OCCOC1=CC=C(C=C1)C1(C2=C(C=CC=C2C=2C=CC=C(C12)C=1C2=CC=CC=C2C=2C=CC=CC2C1)C=1C2=CC=CC=C2C=2C=CC=CC2C1)C1=CC=C(C=C1)OCCO